3-(2-(2-fluorophenoxy)ethyl)urea FC1=C(OCCNC(N)=O)C=CC=C1